C(C)OC(=O)C=1N(N=C(C1C)C1=CN=NC=C1)COCC[Si](C)(C)C 4-methyl-5-pyridazin-4-yl-2-(2-trimethylsilylethoxymethyl)pyrazole-3-carboxylic acid ethyl ester